7-[(3R,4S)-3-fluoro-2,2,6,6-tetramethylpiperidin-4-yl]-7H-pyrrolo[2,3-c]pyridazin F[C@H]1C(NC(C[C@@H]1N1C=CC2=C1N=NC=C2)(C)C)(C)C